O=C1N(C2=CC=CC=C2C(N1CCC=1SC=CC1)=O)CC1=CC=C(C(=O)NO)C=C1 4-((2,4-dioxo-3-(2-(thiophen-2-yl)ethyl)-3,4-dihydroquinazolin-1(2H)-yl)methyl)-N-hydroxybenzoamide